Ethyl (2-methoxy-5-(5-methylpyridin-2-yl)phenyl)glycinate COC1=C(C=C(C=C1)C1=NC=C(C=C1)C)NCC(=O)OCC